N-allyl-1,1,1-Trifluoro-N-((trifluoro-methanesulfonyl)sulfonyl)-methanesulfonamide C(C=C)N(S(=O)(=O)C(F)(F)F)S(=O)(=O)S(=O)(=O)C(F)(F)F